6-Methoxy-N-(2-fluoro-4-(trifluoromethyl)phenyl)-2-(trifluoromethyl)-1H-imidazo[4,5-b]pyrazin-5-amin COC1=C(N=C2C(=N1)NC(=N2)C(F)(F)F)NC2=C(C=C(C=C2)C(F)(F)F)F